ClC1=CC=C(C=2SC(=C(C21)CCNC2=CC=NC=N2)C)OC 6-[2-(4-Chloro-7-methoxy-2-methyl-benzo[b]thiophen-3-yl)-ethylamino]-pyrimidin